C(C1CO1)OC1=CC=C(C=C1)N=NC1=CC=C(C=C1)OCC1CO1 4,4'-diglycidyl-oxyazobenzene